2-(3-methyl-3-azabicyclo[3.2.0]heptan-6-yl)-5-((2R,5S)-5-methylpiperidin-2-yl)benzo[d]thiazole CN1CC2CC(C2C1)C=1SC2=C(N1)C=C(C=C2)[C@@H]2NC[C@H](CC2)C